2-chloro-6-((2S,5R)-4-(1-(2-fluoro-4-(trifluoromethyl)phenyl)-2-methylpropyl)-2,5-dimethylpiperazin-1-yl)-8-methyl-9H-purine ClC1=NC(=C2N=C(NC2=N1)C)N1[C@H](CN([C@@H](C1)C)C(C(C)C)C1=C(C=C(C=C1)C(F)(F)F)F)C